ClC1=NC=CC(=N1)C1=CC=C(C=C1)NS(=O)(=O)C N-(4-(2-chloropyrimidin-4-yl)phenyl)methanesulfonamide